2-boronobenzene-1,4-dicarboxylic acid B(O)(O)C1=C(C=CC(=C1)C(=O)O)C(=O)O